8-(azetidin-3-yloxy)-5-(2-azidopropan-2-yl)-3-chloroisoquinoline N1CC(C1)OC=1C=CC(=C2C=C(N=CC12)Cl)C(C)(C)N=[N+]=[N-]